(S)-4-((5-(dimethylcarbamoyl)-2-oxo-4-phenylpyridin-1(2H)-yl)methyl)-4-hydroxy-3,3-dimethylpiperidine-1-carboxylic acid tert-butyl ester C(C)(C)(C)OC(=O)N1CC([C@](CC1)(O)CN1C(C=C(C(=C1)C(N(C)C)=O)C1=CC=CC=C1)=O)(C)C